CC1=C(C=C(C=C1)NC(C)=O)C1=CC=C(C=C1)C 2-methyl-5-acetamido-4'-methylbiphenyl